O1COC(C=C1)C#N [1,3]dioxine-4-carbonitrile